(R)-7-(4-cyclopropyl-1H-imidazol-1-yl)-4,4-difluoro-2-(6-(4-(1-hydroxypropan-2-yl)-4H-1,2,4-triazol-3-yl)pyridin-2-yl)-3,4-dihydroisoquinolin-1(2H)-one C1(CC1)C=1N=CN(C1)C1=CC=C2C(CN(C(C2=C1)=O)C1=NC(=CC=C1)C1=NN=CN1[C@@H](CO)C)(F)F